C(C)(C)(C)OC(=O)N1C[C@H](CCC1)C(=O)N1[C@H](CCC1)C(NCC1=CC=C(C=C1)C(F)(F)F)=O (S)-3-((R)-2-((4-(trifluoromethyl)phenylmethyl)carbamoyl)pyrrolidine-1-carbonyl)piperidine-1-carboxylic acid tert-butyl ester